4-(3-((2-(trifluoromethyl)pyrimidin-5-yl)oxy)pyrazin-2-yl)piperidin FC(C1=NC=C(C=N1)OC=1C(=NC=CN1)C1CCNCC1)(F)F